CC=1C(=NC=CC1)CN1[C@H](CCCC1)C(=O)NC1=CC=C(C=C1)S(=O)(=O)C (2R)-1-[(3-methyl-2-pyridyl)methyl]-N-(4-methylsulfonylphenyl)piperidine-2-carboxamide